C(C)(C)(C)C1N(CC[C@]12CC(CC2)O)C(=O)OCCCC(C)(C(=S)C(=S)SCCCCCCCCCCCC)C#N 4-cyano-4-[(dodecylsulfanylthiocarbonyl)thiocarbonyl]pentanol rac-tert-butyl-(5R)-7-hydroxy-2-azaspiro[4.4]nonane-2-carboxylate